BrC=1C(=C2C(=NC1)N(CC21CCC(CC1)C(=O)OC)C(=O)OC(C)(C)C)Cl 1'-(tert-butyl) 4-methyl (1s,4s)-5'-bromo-4'-chlorospiro[cyclohexane-1,3'-pyrrolo[2,3-b]pyridine]-1',4(2'H)-dicarboxylate